BrC1=NN(C(=C1)C(=O)NC=1C=C2C(N=CN(C2=CC1)CC)=O)C1=NC=CC=C1Cl 3-bromo-1-(3-chloro-2-pyridinyl)-N-(1-ethyl-4-oxo-1,4-dihydro-6-quinazolinyl)-1H-pyrazole-5-carboxamide